IC1=NNC2=C1C=NC=1C=CC(=CC21)OC 3-iodo-8-methoxy-1H-pyrazolo[4,3-c]quinoline